dimethyl dipicolinate N1=C(C=CC=C1)C(=O)OC.N1=C(C=CC=C1)C(=O)OC